O=C1NC(CCC1N1C(C2=CC=CC(=C2C1=O)NCCCCN(C)CC1=CC=C(C=C1)NC(CCCCCCC(=O)NOC1OCCCC1)=O)=O)=O N1-(4-(((4-((2-(2,6-dioxopiperidin-3-yl)-1,3-dioxoisoindolin-4-yl)amino)butyl)(methyl)amino)methyl)phenyl)-N8-((tetrahydro-2H-pyran-2-yl)oxy)octanediamide